C(C)C(C(=O)N(C)C1=CC(=CC=C1)OC)CCCC 2-Ethyl-N-(3-methoxyphenyl)-N-methylhexanamide